C(C)(C)(C)OC(=O)NCCCCOCCOC1=NC=2C=C(C=CC2C2=C1N=C(N=C2)NC)C(=O)O 5-(2-(4-((tert-Butoxycarbonyl)amino)butoxy)ethoxy)-3-(methylamino)pyrimido[4,5-c]quinoline-8-carboxylic acid